6-Chloro-3-(2,4,5-trifluoro-3-methoxyphenyl)-1-benzofuran-2-carboxylic acid ClC1=CC2=C(C(=C(O2)C(=O)O)C2=C(C(=C(C(=C2)F)F)OC)F)C=C1